CCC1=CC=CC(=C1N(C(C)COC)C(=O)CCl)C The molecule is an organochlorine compound that is 2-chloroacetamide substituted by a (2-ethyl-6-methylphenyl)-N-(1-methoxypropan-2-yl) group at the nitrogen atom. It is an aromatic amide, an ether, a member of benzenes and an organochlorine compound.